4-chloro-N'-(4-(5-(3,5-dichlorophenyl)-5-(trifluoromethyl)-4,5-dihydroisoxazol-3-yl)-2-methylbenzoyl)-3-ethyl-1-methyl-1H-pyrazole-5-carbohydrazide ClC=1C(=NN(C1C(=O)NNC(C1=C(C=C(C=C1)C1=NOC(C1)(C(F)(F)F)C1=CC(=CC(=C1)Cl)Cl)C)=O)C)CC